ClC1=CC=C(C=C1)C1CC(N(O1)C)(C)C1=NC=CC=C1 [5-(4-chloro-phenyl)-2,3-dimethyl-isoxazolidin-3-yl]-pyridine